N-(2-amino-6-chloro-5-methylpyrimidin-4-yl)-2-(pyridin-2-yl)acetohydrazide NC1=NC(=C(C(=N1)N(N)C(CC1=NC=CC=C1)=O)C)Cl